(4-(benzyloxy)-2-((2R*,3S*,4S*,5R*)-3-(3,4-difluoro-2-methoxyphenyl)-4,5-dimethyl-5-(trifluoromethyl)tetrahydrofuran-2-yl)-6-methylpyrimidin-5-yl)propan-1-ol C(C1=CC=CC=C1)OC1=NC(=NC(=C1C(CC)O)C)[C@@H]1O[C@]([C@H]([C@H]1C1=C(C(=C(C=C1)F)F)OC)C)(C(F)(F)F)C |o1:19,21,22,23|